NC=1C(=CC(=C(C1)NC1=NC=CC(=N1)N1C(N(C2=C1C=CC=C2)C)=O)C)N(C)CCN(C)C 1-(2-(5-amino-4-((2-(dimethylamino)ethyl)(methyl)amino)-2-methylphenylamino)pyrimidin-4-yl)-3-methyl-1,3-dihydro-2H-benzo[d]imidazol-2-one